ClC1=CC=C(C=C1)C1N=C(N(C1C1=CC=C(C=C1)Cl)C(=O)N1CC(NCC1)=O)C1=C(C=C(C=C1)OC)OC(C)C (+-)-4-[4,5-bis(4-chlorophenyl)-2-(2-isopropoxy-4-methoxy-phenyl)-4,5-dihydro-imidazole-1-carbonyl]-piperazin-2-one